2-(2-bromo-6-fluoro-9H-carbazol-1-yloxy)-N,N-dimethylethylamine BrC1=C(C=2NC3=CC=C(C=C3C2C=C1)F)OCCN(C)C